1-Phenoxy-2-(4-methylphenoxy)ethan O(C1=CC=CC=C1)CCOC1=CC=C(C=C1)C